1-(M-CHLOROPHENYL)-2-(TERT-BUTYLAMINO)-(2-2H)-PROPAN-1-ONE ClC=1C=C(C=CC1)C(C(C)([2H])NC(C)(C)C)=O